C(C)(C)C1C(CC(CC1)C)C(COC)(COC)CCC(CC)CC 2-(2-isopropyl-5-methylcyclohexyl)-2-(3-ethylpentyl)-1,3-dimethoxypropane